O1C(=CC=C1)C(C=O)=O 2-(2-furyl)-2-oxo-acetaldehyde